N1-(3-aminopropyl)-N1-methyl-N3-(2-(4-(piperazin-1-yl)phenyl)quinolin-4-yl)propane-1,3-diamine NCCCN(CCCNC1=CC(=NC2=CC=CC=C12)C1=CC=C(C=C1)N1CCNCC1)C